(4-nitrophenyl) 1-[4-(cyclopentoxy)phenyl]-3-methyl-5-oxo-4H-pyrazole-4-carboxylate C1(CCCC1)OC1=CC=C(C=C1)N1N=C(C(C1=O)C(=O)OC1=CC=C(C=C1)[N+](=O)[O-])C